BrC=1C(=NN(C1)C(C(C)=O)C1=CC=C(C=C1)F)C#N 4-bromo-1-(1-(4-fluorophenyl)-2-oxopropyl)-1H-pyrazole-3-carbonitrile